ClC1=C(C2=C(C3=C(N=C(N(C3=O)CC3=CN=CO3)C3=C(C=C(C(=C3)F)OC)C3CC3)S2)C=C1)O 7-chloro-2-(2-cyclopropyl-5-fluoro-4-methoxyphenyl)-8-hydroxy-3-(oxazol-5-ylmethyl)benzo[4,5]thieno[2,3-d]pyrimidin-4(3H)-one